4-(2-(6-(2-fluorophenyl)-1,1-dioxido-1,2,6-thiadiazinan-2-yl)propaneamido)adamantan-1-carboxamide FC1=C(C=CC=C1)N1CCCN(S1(=O)=O)C(C(=O)NC1C2CC3(CC(CC1C3)C2)C(=O)N)C